ClC(OC1=CC=C(C=C1)NC(C1=CN=C(C(=C1)C1=CC=NN1)N1CCC(CC1)N(C)CC=1C=C2C(N(C(C2=CC1)=O)C1C(NC(CC1)=O)=O)=O)=O)(F)F N-(4-(Chlorodifluoromethoxy)phenyl)-6-(4-(((2-(2,6-dioxopiperidin-3-yl)-1,3-Dioxoisoindoline-5-yl)methyl)(methyl)amino)piperidin-1-yl)-5-(1H-pyrazol-5-yl)nicotinamide